N-(6-chloropyridin-3-yl)-6-((3-ethyloxetan-3-yl)methoxy)isoquinolin-1-amine ClC1=CC=C(C=N1)NC1=NC=CC2=CC(=CC=C12)OCC1(COC1)CC